N-(5-chloro-2-(4-hydroxypiperidin-1-yl)phenyl)-5-(tetrahydro-2H-pyran-4-yl)furan-2-carboxamide ClC=1C=CC(=C(C1)NC(=O)C=1OC(=CC1)C1CCOCC1)N1CCC(CC1)O